C(C)(C)(CC)C1=CC=C(C(=C1)C(C)(C)CC)OC(C=C)=O 4,6-di-tert-pentylphenylacrylate